C(C)(C)(C)NP(=O)(NC(C)(C)C)NC(C)(C)C tri-tert-butyl-phosphoramide